methyl-cis-butene C\C=C/CC